FC=1C(=NC=C(C1)B1OC(C(O1)(C)C)(C)C)C1(CCOCC1)C#N 4-(3-fluoro-5-(4,4,5,5-tetramethyl-1,3,2-dioxaborolan-2-yl)pyridin-2-yl)tetrahydro-2H-pyran-4-carbonitrile